tert-butyl 1-(4-(tert-butoxy)-3,3-dimethyl-4-oxobutyl)-6,6-difluorohexahydropyrrolo[3,2-c]pyrazole-4(2H)-carboxylate C(C)(C)(C)OC(C(CCN1NCC2C1C(CN2C(=O)OC(C)(C)C)(F)F)(C)C)=O